(S)-2-(3-(3-(fluoro(4-methyl-4H-1,2,4-triazol-3-yl)methyl)oxetan-3-yl)phenyl)-6-(((3-hydroxy-3-methylbutyl)(methyl)amino)methyl)-4-(trifluoromethyl)isoindolin-1-one F[C@@H](C1(COC1)C=1C=C(C=CC1)N1C(C2=CC(=CC(=C2C1)C(F)(F)F)CN(C)CCC(C)(C)O)=O)C1=NN=CN1C